FC=1C(=CC2=C(NC(=NS2(=O)=O)NCC2=NC=CC=C2F)C1C(C)C1=C(C=CC=C1)F)F 6,7-difluoro-5-(1-(2-fluorophenyl)ethyl)-3-(((3-fluoropyridin-2-yl)methyl)amino)-4H-benzo[e][1,2,4]thiadiazine 1,1-dioxide